methoxy(methyl)amine CONC